4-(bromoaminoethyl)-2-nitrophenyl azide BrNCCC1=CC(=C(C=C1)N=[N+]=[N-])[N+](=O)[O-]